FC=1C=CC(=C(C(=O)N)C1)O[C@H](C(F)(F)F)C 5-fluoro-2-[(2S)-1,1,1-trifluoropropan-2-yl]oxybenzamide